FC1=CC=CC2=C1CN1N(C([C@H]2NC([C@@H](CC2=NC3=C(N2)C(=CC(=C3)F)C)C)=O)=O)CCC1 (R)-N-((S)-6-Fluoro-11-oxo-2,3,10,11-tetrahydro-1H,5H-benzo[d]pyrazolo[1,2-a][1,2]diazepin-10-yl)-3-(5-fluoro-7-methyl-1H-benzo[d]imidazol-2-yl)-2-methylpropanamid